(2,4-dimethylphenyl)(3-(4-(2-(3-(fluoromethyl)azetidin-1-yl)ethoxy)phenoxy)-6-hydroxybenzo[b]thiophen-2-yl)methanone CC1=C(C=CC(=C1)C)C(=O)C1=C(C2=C(S1)C=C(C=C2)O)OC2=CC=C(C=C2)OCCN2CC(C2)CF